methyl 4-(difluoromethoxy)-3-fluoro-5-[(Z)-1-fluoro-2-(5-methoxypyridin-3-yl)ethenyl]benzoate FC(OC1=C(C=C(C(=O)OC)C=C1/C(=C/C=1C=NC=C(C1)OC)/F)F)F